C(C1=CC=CC=C1)OC(=O)N[C@H](C(=O)NC(C(=O)O)C)C.BrC1=CC=C(C=C1)N1C=C(C(C2=CC(=CC=C12)[2H])=O)C(=O)O p-bromophenyl-4-oxo-1,4-dihydroquinoline-3-carboxylic acid-6-d ((S)-2-(((benzyloxy)carbonyl)amino)propionamido)propionate